[6-(5-cyclopropyl-4H-1,2,4-triazol-3-yl)-2-azaspiro[3.3]heptan-2-yl]-[3-[4-[3-(trifluoromethyl)-1H-pyrazol-5-yl]phenyl]azetidin-1-yl]methanone C1(CC1)C=1NC(=NN1)C1CC2(CN(C2)C(=O)N2CC(C2)C2=CC=C(C=C2)C2=CC(=NN2)C(F)(F)F)C1